BrC=1C(=C(OCCC(C(=O)OCC)F)C=CC1)F ethyl 4-(3-bromo-2-fluorophenoxy)-2-fluorobutanoate